CC(C(=O)O)CC(=O)O.[Na] sodium methyl-succinic acid